N4-cyclopropyl-N2-(2,3-dihydrobenzo[b][1,4]dioxin-6-yl)-5-(trifluoromethyl)pyrimidine-2,4-diamine C1(CC1)NC1=NC(=NC=C1C(F)(F)F)NC1=CC2=C(OCCO2)C=C1